ClC1=C(C=CC(=C1)Cl)C(S(=O)(=O)C1=CC=C(C)C=C1)[N+]#[C-] 2,4-dichloro-1-(isocyano(tosyl)methyl)benzene